NC=1N=C(C2=C(N1)C=NN2CC2=C(C=C(C=N2)C2N(C[C@@H](C2)C#N)C(=O)OC(C)(C)C)OC)N[C@H](CCO)CCC tert-butyl (4R)-2-(6-((5-amino-7-(((S)-1-hydroxyhexan-3-yl)amino)-1H-pyrazolo[4,3-d]pyrimidin-1-yl)methyl)-5-methoxypyridin-3-yl)-4-cyanopyrrolidine-1-carboxylate